2-(6-{5-chloro-2-[(oxacyclohex-4-yl)amino]pyrimidin-4-yl}-1-oxo-2,3-dihydro-1H-isoindol-2-yl)-N-(2,3-dihydro-1-benzofuran-3-yl)acetamide ClC=1C(=NC(=NC1)NC1CCOCC1)C1=CC=C2CN(C(C2=C1)=O)CC(=O)NC1COC2=C1C=CC=C2